N-(3-chloro-2-fluorobenzyl)-2-(isopropylamino)acetamide ClC=1C(=C(CNC(CNC(C)C)=O)C=CC1)F